(R)-N-(2-fluoro-3-hydroxy-3-methylbutyl)-7-(isopropylamino)-2-(pyridin-3-ylamino)thiazolo[5,4-b]pyridine-6-carboxamide F[C@H](CNC(=O)C=1C(=C2C(=NC1)SC(=N2)NC=2C=NC=CC2)NC(C)C)C(C)(C)O